FC(C)(F)C1=CC=C(C=C1)C1=CC(=CC2=C1N=CS2)[N+](=O)[O-] 4-(4-(1,1-difluoroethyl)phenyl)-6-nitrobenzo[d]thiazole